(2S,4S)-4-fluoro-1-[2-[(3R)-3-[(8-chloro-6-quinolinyl)amino]pyrrolidin-1-yl]acetyl]pyrrolidine-2-carbonitrile F[C@H]1C[C@H](N(C1)C(CN1C[C@@H](CC1)NC=1C=C2C=CC=NC2=C(C1)Cl)=O)C#N